BrC1=CC(=C(C=C1C)C(CC(=O)OCC)=O)F ethyl 3-(4-bromo-2-fluoro-5-methylphenyl)-3-oxopropionate